2-((2,5-dimethylbenzo[d]thiazol-6-yl)amino)-7-methyl-9-morpholino-7,9-dihydro-8H-purine CC=1SC2=C(N1)C=C(C(=C2)NC2=NC=C1N(CN(C1=N2)N2CCOCC2)C)C